N-(1-(azetidin-3-yl)-3-(2-(1,1-difluoroethyl)-6-methylpyrimidin-4-yl)-1H-pyrrolo[2,3-c]pyridin-5-yl)acetamide N1CC(C1)N1C=C(C=2C1=CN=C(C2)NC(C)=O)C2=NC(=NC(=C2)C)C(C)(F)F